FP1OC2=C(C=C(C=C2C(C)(C)C)C(C)(C)C)C(C)C2=C(C(=CC(=C2)C(C)(C)C)C(C)(C)C)O1 2,2'-ethylidenebis(4,6-di-t-butylphenyl) fluorophosphonite